(1R,2S)-3-fluoro-1-[4-(methylsulfonyl)phenyl]-2-benzylamino-1-propanol FC[C@H]([C@H](O)C1=CC=C(C=C1)S(=O)(=O)C)NCC1=CC=CC=C1